C(CCCCCCC\C=C/C\C=C/CCCCC)C1(CC(=CC(C1)(C(=O)[O-])CCCCCCCC\C=C/C\C=C/CCCCC)C(=O)OCCCN(CC)CC)C(=O)[O-] 1-(3-(diethylamino)propyl) 3,5-di((9Z,12Z)-octadeca-9,12-dien-1-yl)benzene-1,3,5-tricarboxylate